C(C)(C)(C)OC(=O)N1CC(C1)C=1N=C(C2=C(N1)SC=N2)C2=CC=C(C=C2)OC(F)(F)F 3-(7-(4-(trifluoromethoxy)phenyl)thiazolo[5,4-d]pyrimidin-5-yl)azetidine-1-carboxylic acid tert-butyl ester